C1(CCCCC1)[C@@H](C(=O)NC1=CC=C(C=C1)C=1C(=[N+](C=CC1C)[O-])C)NC(=O)C=1C=NNC1C(C)C (S)-3-(4-(2-cyclohexyl-2-(5-isopropyl-1H-pyrazole-4-carboxamido)acetamido)phenyl)-2,4-dimethylpyridine 1-oxide